N1=C(C=CC=C1)C=1C=CC=C2C(=NC=NC12)N[C@H](CN1CCN(CC1)C(=O)OC(C)(C)C)C tert-butyl 4-[(2S)-2-[(8-pyridin-2-ylquinazolin-4-yl)amino]propyl]piperazine-1-carboxylate